1-(ethylsulfonyl)-4-(5H-imidazo[5,1-a]isoindol-5-yl)pyrrolidin-3-ol racemic-cis-ethyl-3-methyl-4-oxocyclohexane-1-carboxylate C(C)[C@@]1(C[C@H](C(CC1)=O)C)C(=O)OC1CN(CC1C1N2C(C3=CC=CC=C13)=CN=C2)S(=O)(=O)CC |r|